6-chloro-8-cyclopentyl-2-((4-((4-(hydroxymethyl)piperidin-1-yl)sulfonyl)-2-methylphenyl)amino)pyrido[2,3-d]pyrimidin-7(8H)-one ClC1=CC2=C(N=C(N=C2)NC2=C(C=C(C=C2)S(=O)(=O)N2CCC(CC2)CO)C)N(C1=O)C1CCCC1